5-(chlorosulfonyl)-3-methylbenzofuran 2-Ethyl-formate CCOC=O.ClS(=O)(=O)C=1C=CC2=C(C(=CO2)C)C1